C(CCCC)C=1C(=C(C(=O)O)C=CC1)O.C(C=1C(O)=CC=CC1)(=O)OCCCCC pentyl salicylate (pentyl 2-hydroxybenzoate)